5-chloro-1-(4-fluorophenyl)-6-formyl-2-oxo-1,2-dihydropyridine-3-carboxylic acid ethyl ester C(C)OC(=O)C=1C(N(C(=C(C1)Cl)C=O)C1=CC=C(C=C1)F)=O